COC=1C=C2C(=CC=NC2=CC1OC)OC1CCN(CC1)CC(=O)N1[C@@H](C[C@@H](C1)F)C#N (2S,4S)-1-(2-(4-((6,7-dimethoxyquinolin-4-yl)oxy)piperidin-1-yl)acetyl)-4-fluoropyrrolidine-2-carbonitrile